2-oxopropane-1,3-diyl diacetate C(C)(=O)OCC(COC(C)=O)=O